CN(CCC1C=CC=C1)C 5-(2-(dimethylamino)ethyl)-1,3-cyclopentadiene